(R)-3-(((5-(2-fluoro-4-(2,2,2-trifluoroethoxy)phenyl)isoindolin-1-yl)methyl)amino)isonicotinic acid FC1=C(C=CC(=C1)OCC(F)(F)F)C=1C=C2CN[C@H](C2=CC1)CNC1=C(C(=O)O)C=CN=C1